CC12CCC(C=3C=NC(=NC13)N)C2(C)C 8,9,9-trimethyl-5,6,7,8-tetrahydro-5,8-methanoquinazolin-2-amine